(S)-4-Cyano-4'-(2-methylbutyl)biphenyl C(#N)C1=CC=C(C=C1)C1=CC=C(C=C1)C[C@H](CC)C